(5-((1-(4-carbamoylbenzoyl)cyclopropyl)thio)-1H-tetrazol-1-yl)benzoic acid C(N)(=O)C1=CC=C(C(=O)C2(CC2)SC2=NN=NN2C2=C(C(=O)O)C=CC=C2)C=C1